3-(4-chlorophenyl)-3-methyl-6-(pyrimidin-4-ylamino)-2,3-dihydroimidazo[1,5-a]pyridine-1,5-dione ClC1=CC=C(C=C1)C1(NC(C=2N1C(C(=CC2)NC2=NC=NC=C2)=O)=O)C